C(C)(=O)C1=C(C=CC=C1)NC(OC(C)(C)C)=O tert-butyl (2-acetylphenyl)carbamate